ClC1=C(C(=O)NCC2=CC=C(C=C2)OC)C=C(C(=C1)F)N1C(N(C(N(C1=O)C)=S)C)=O 2-chloro-5-(3,5-dimethyl-2,6-dioxo-4-thioxo-1,3,5-triazin-1-yl)-4-fluoro-N-(4-methoxybenzyl)benzamide